(S)-2-((2-hydroxypyridin-3-yl)amino)-5,5-dimethyl-4,5-dihydrothiazole-4-carboxylic acid hydrochloride Cl.OC1=NC=CC=C1NC=1SC([C@@H](N1)C(=O)O)(C)C